7-fluoro-2-azaspiro[3.5]nonan FC1CCC2(CNC2)CC1